cis-4-amino-1-(6-{3-fluoro-2-[(hydroxyimino)methyl]phenyl}-3-(3-fluoro-5-methylphenyl)quinolin-4-yl)piperidin-3-ol N[C@@H]1[C@@H](CN(CC1)C1=C(C=NC2=CC=C(C=C12)C1=C(C(=CC=C1)F)C=NO)C1=CC(=CC(=C1)C)F)O